tert-Butyl methyl{1-[1-(4-methylpentyl)-5-oxo-4,5-dihydro-1H-pyrazol-3-yl]ethyl}carbamate CN(C(OC(C)(C)C)=O)C(C)C1=NN(C(C1)=O)CCCC(C)C